C(\C=C/C(=O)O)(=O)O.CN1CCN(CC1)C1=CC=C(C=C1)NC1=NC2=C(C=CC=C2C=N1)C=1C=C(C=CC1)NC(C=C)=O N-(3-(2-((4-(4-methylpiperazin-1-yl)phenyl)amino)quinazolin-8-yl)phenyl)acrylamide maleate